Tri(dimethylamino)benzotriazol-1-yloxyphosphonium hexafluorophosphat F[P-](F)(F)(F)(F)F.CN(C)[P+](ON1N=NC2=C1C=CC=C2)(N(C)C)N(C)C